2-amino-3-ethoxypropionic acid NC(C(=O)O)COCC